FC(C1CCN(CC1)C1=CC=CC=N1)(F)F 6-(4-(trifluoromethyl)piperidin-1-yl)pyridin